C1(=CC=CC2=CC=CC=C12)\C=C/1\C(=NOC1=O)C1=CC=CC=C1 (z)-4-(naphthalen-1-ylmethylene)-3-phenylisoxazol-5-one